C1(CC1)OC1=CC=C(C=C1)C=1C(=NC(=CN1)COCC(F)(F)F)N1CCC(CC1)C(=O)O 1-(3-(4-cyclopropoxyphenyl)-6-((2,2,2-trifluoroethoxy)methyl)pyrazin-2-yl)piperidine-4-carboxylic acid